tributyl(octyl)phosphonium C(CCC)[P+](CCCCCCCC)(CCCC)CCCC